1-(3,3-difluoro-4-iodoindol-1-yl)ethanone sulfur vanadium-titanium [Ti].[V].[S].FC1(CN(C2=CC=CC(=C12)I)C(C)=O)F